NC[C@@]1([C@@H]2CCN(C[C@H]12)C1=CN=C2C(=N1)NN=C2C2=C(C=C(C=C2)C=2CC(C(C(C2)F)O)F)Cl)C2=C(C=CC=C2)F 4'-(6-((1S,6R,7R)-7-(aminomethyl)-7-(2-fluorophenyl)-3-azabicyclo[4.1.0]heptan-3-yl)-1H-pyrazolo[3,4-b]pyrazin-3-yl)-3'-chloro-3,5-difluoro-2,3,4,5-tetrahydro-[1,1'-biphenyl]-4-ol